N-((3R,5R)-1-ethyl-5-fluoropiperidin-3-yl)-1-(4-methoxyphenyl)pyrido[3,4-d]pyridazin-4-amine C(C)N1C[C@@H](C[C@H](C1)F)NC=1N=NC(=C2C1C=NC=C2)C2=CC=C(C=C2)OC